tert-butyl-peroxy-2-ethyl hexanoate C(CCCCC)(=O)OC(C)OOC(C)(C)C